tert-butyl (4bS,5aR)-2-bromo-7-oxo-4b,5,5a,7-tetrahydro-4H-spiro[cyclopropa[4,5]cyclopenta[1,2-d][1,2,4]triazolo[1,5-a]pyrimidine-6,4'-piperidine]-1'-carboxylate BrC1=NN2C(NC3=C(C2=O)C2(CCN(CC2)C(=O)OC(C)(C)C)[C@H]2[C@@H]3C2)=N1